C1(=C2C(=CC=C1)O2)F epoxyphenyl-fluorine